NCCS(=O)(=O)C1=CC=C(C(=C1S(=O)(=O)N)C1=NN=NN1)C1=CC=CC=2NC(NC21)=O 6-((2-aminoethyl)sulfonyl)-3-(2-oxo-2,3-dihydro-1H-benzo[d]imidazol-4-yl)-2-(1H-tetrazol-5-yl)benzenesulfonamide